C(C1=CC=CC=C1)N[C@H]1C[C@H](C(CC1)(F)F)O[Si](C)(C)C(C)(C)C |r| rac-(1R,3R)-N-Benzyl-3-[tert-butyl(dimethyl)silyl]oxy-4,4-difluorocyclohexanamine